bismuth (III) tris(1-adamantanecarboxylic acid) C12(CC3CC(CC(C1)C3)C2)C(=O)O.C23(CC1CC(CC(C2)C1)C3)C(=O)O.C31(CC2CC(CC(C3)C2)C1)C(=O)O.[Bi+3]